C(C)(C)(C)OC(NC1CCN(CC1)C1=C(C=CC=C1C=O)F)=O [1-(2-Fluoro-6-formylphenyl)-piperidin-4-yl]-carbamic acid tert-butyl ester